triethylammonium silicate [Si]([O-])([O-])([O-])[O-].C(C)[NH+](CC)CC.C(C)[NH+](CC)CC.C(C)[NH+](CC)CC.C(C)[NH+](CC)CC